tert-Butyl 4-[2-ethoxy-5-(methoxycarbonyl)-4-nitrophenoxy]piperidine-1-carboxylate C(C)OC1=C(OC2CCN(CC2)C(=O)OC(C)(C)C)C=C(C(=C1)[N+](=O)[O-])C(=O)OC